4-(4-cyanophenyl)bicyclo[2.2.2]octane-1-carboxylic acid methyl-4-bromobicyclo[2.2.2]octane-1-carboxylate COC(=O)C12CCC(CC1)(CC2)Br.C(#N)C2=CC=C(C=C2)C21CCC(CC2)(CC1)C(=O)O